C1(=CC=CC=C1)N(C1=CC=C(C=C1)C1=CC=C(C=C1)N)C1=CC=CC=C1 N,N-diphenyl[1,1'-biphenyl]-4,4'-diamine